Tert-butyl (3S,4R)-4-[3-[3-(2,4-dioxohexahydropyrimidin-1-yl)imidazo[1,2-a]pyridin-7-yl]prop-2-ynoxy]-3-fluoro-piperidine-1-carboxylate O=C1N(CCC(N1)=O)C1=CN=C2N1C=CC(=C2)C#CCO[C@H]2[C@H](CN(CC2)C(=O)OC(C)(C)C)F